C(C)(C)(C)C1=NC=CC(=C1)S(N(C)C)(=O)=O tert-butyl-(4-(N,N-dimethylsulfamoyl)pyridin)